COC=1C=C(C=CC1OC)C1=CN=CC(=N1)C1=CC(=CS1)NC(C1=CC=CC=C1)=O N-(5-(6-(3,4-dimethoxyphenyl)pyrazin-2-yl)thiophen-3-yl)benzamide